4-(4-(4-(((3-(2,6-dioxopiperidin-3-yl)-4-oxo-3,4-dihydrobenzo[d][1,2,3]triazin-5-yl)amino)methyl)benzyl)piperazin-1-yl)benzonitrile O=C1NC(CCC1N1N=NC2=C(C1=O)C(=CC=C2)NCC2=CC=C(CN1CCN(CC1)C1=CC=C(C#N)C=C1)C=C2)=O